1-{[(5s,7s)-3-(2-methyl-2-{3-[1-(methoxy)ethyl]-1,2,4-oxadiazol-5-yl}propyl)-2-oxo-1-oxa-3-azaspiro[4.5]dec-7-yl]methyl}-1H-benzimidazole-6-carbonitrile CC(CN1C(O[C@]2(C1)C[C@H](CCC2)CN2C=NC1=C2C=C(C=C1)C#N)=O)(C)C1=NC(=NO1)C(C)OC